2-propylbis-(3-hexyl)phosphine CC(C)P(C(CC)CCC)C(CC)CCC